ClC=1C=C(C(=O)NC2=NN(C(=C2)C=2N=C3N(C=C(C=C3)OC)C2)CC2=CC=C(C=C2)OC)C=CC1OC 3-chloro-4-methoxy-N-[5-(6-methoxyimidazo[1,2-a]pyridin-2-yl)-1-[(4-methoxyphenyl)methyl]pyrazol-3-yl]benzamide